3-(2-oxo-6-(piperidin-2-yl)benzo[cd]indol-1(2H)-yl)piperidine-2,6-dione O=C1N(C2=CC=C(C=3C2=C1C=CC3)C3NCCCC3)C3C(NC(CC3)=O)=O